ClC1=C(C=CC=C1Cl)C1=CC(=CC(=C1)F)F 2',3'-dichloro-3,5-difluorobiphenyl